C(CCCCCCCCCCCCCCCCC)O.[Na] sodium octadecyl alcohol